(S)-4-(4-(2-(dimethylamino)ethoxy)phenyl)-3-(1H-benzo[d]imidazol-5-yl)oxazolidin-2-one CN(CCOC1=CC=C(C=C1)[C@@H]1N(C(OC1)=O)C1=CC2=C(NC=N2)C=C1)C